[Mn].[Ni].[Co].[Li].[Cu].[Al].FC=1C=C(C=2CC3(N(C2C1)CCNC3)C3=CC=CC=C3)N3CCOCC3 4-(7-Fluoro-10a-phenyl-1,2,3,4,10,10a-hexahydropyrazino[1,2-a]indol-9-yl)morpholin aluminium-copper-lithium-cobalt-nickel-manganese